2-(pyridin-2-yl)-2,7-diazaspiro[3.5]nonane-7-thiohydrazide N1=C(C=CC=C1)N1CC2(C1)CCN(CC2)C(NN)=S